(E)-4-(N-benzyl-2-(2-furyl)-4-anilinopyrimidine-5-carboxamido)-2-butenecarboxylic acid methyl ester COC(=O)C\C=C\CN(C(=O)C=1C(=NC(=NC1)C=1OC=CC1)NC1=CC=CC=C1)CC1=CC=CC=C1